m-chlorophenylperoxyacetic acid ClC=1C=C(C=CC1)CC(=O)OO